NC1=C(C=NN1C1=C(C=CC=C1)C)C(=O)N1C[C@@]2(CCC1)C1=C(NC(O2)=O)C=CC(=C1F)Cl (R)-1'-(5-Amino-1-(o-tolyl)-1H-pyrazole-4-carbonyl)-6-chloro-5-fluorospiro[benzo[d][1,3]oxazine-4,3'-piperidin]-2(1H)-one